BrC1=C(C=C(C=C1)NC(=O)C=1SC=C(C1)Br)F 4-bromo-thiophene-2-carboxylic acid (4-bromo-3-fluoro-phenyl)-amide